3-Bromo-2-(5-fluoropyridin-2-yl)-6,6-dimethyl-4,5,6,7-tetrahydropyrazolo[1,5-a]pyridine BrC=1C(=NN2C1CCC(C2)(C)C)C2=NC=C(C=C2)F